C(C)(C)(C)OC(=O)N1CC(C1)OC=1C=CC(=C2C=C(N=CC12)Cl)Br 3-((5-bromo-3-chloroisoquinolin-8-yl)oxy)azetidine-1-carboxylic acid tert-butyl ester